C(C)C1(COC(OC1)C(CO)(C)C)CO 2-(5-ethyl-5-(hydroxymethyl)-1,3-dioxan-2-yl)-2-methylpropan-1-ol